2-[(3-cyano-2,2-dimethyl-propanoyl)amino]-4-[[2-fluoro-3-methoxy-propyl]-[4-(5,6,7,8-tetrahydro-1,8-naphthyridin-2-yl)butyl]amino]butanoic acid C(#N)CC(C(=O)NC(C(=O)O)CCN(CCCCC1=NC=2NCCCC2C=C1)CC(COC)F)(C)C